N-(4-(5-(4-acryloylpiperazin-1-yl)pyrimidin-4-yl)-2-methylbenzyl)-5-(tert-butyl)-1,2,4-oxadiazole-3-carboxamide C(C=C)(=O)N1CCN(CC1)C=1C(=NC=NC1)C1=CC(=C(CNC(=O)C2=NOC(=N2)C(C)(C)C)C=C1)C